7-bromo-1-methyl-benzimidazole-5-carbonitrile BrC1=CC(=CC2=C1N(C=N2)C)C#N